2-(3-(((4-(2-((6-(1,3,4-thiadiazol-2-yl)-1H-indazol-4-yl)amino)ethoxy)butyl)amino)methyl)-5-(trifluoromethoxy)phenyl)ethan-1-ol S1C(=NN=C1)C1=CC(=C2C=NNC2=C1)NCCOCCCCNCC=1C=C(C=C(C1)OC(F)(F)F)CCO